methyl 6-chloro-2-cyano-5-methylnicotinate ClC1=NC(=C(C(=O)OC)C=C1C)C#N